ClCCC[Si](OCC)(OCC)C 3-chloropropylmethyldiethoxysilane